BrC1=CC(=NC=C1)C(C(=O)N)C1=CC(=CC=C1)F (4-bromopyridin-2-yl)-2-(3-fluorophenyl)acetamide